2-methoxyethyl [4-[3-carbamoyl-4-(2-chlorophenyl)1H-pyrrol-1-yl]-5-methylpyridin-2-yl]carbamate C(N)(=O)C1=CN(C=C1C1=C(C=CC=C1)Cl)C1=CC(=NC=C1C)NC(OCCOC)=O